N1N=CC(=C1)CCNC1=NC(=NC(=C1C)C)C(=O)NC(C)(C)C1=CC(=CC=C1)F 4-((2-(1H-pyrazol-4-yl)ethyl)amino)-N-(2-(3-fluorophenyl)propan-2-yl)-5,6-dimethylpyrimidine-2-carboxamide